C1N(CCC2=CC=CC=C12)C[C@H](CN1C(C2=CC=C(C=C2CC1)N1CCN(CC1)C=O)=O)O 4-[2-[(2R)-3-(3,4-Dihydro-1H-isochinolin-2-yl)-2-hydroxy-propyl]-1-oxo-3,4-dihydroisochinolin-6-yl]piperazin-1-carbaldehyd